N-methyl-N-(2-oxo-2-(4-(5-(trifluoromethyl)pyrimidin-2-yl)piperazin-1-yl)ethyl)-2-(6-oxo-5-(trifluoromethyl)-1,6-dihydropyridazin-3-yl)acetamide CN(C(CC1=NNC(C(=C1)C(F)(F)F)=O)=O)CC(N1CCN(CC1)C1=NC=C(C=N1)C(F)(F)F)=O